4,4-difluoro-2-((2,3',5'-trifluoro-[1,1'-biphenyl]-3-yl)methyl)pyrrolidine-1-carboxylic acid tert-butyl ester C(C)(C)(C)OC(=O)N1C(CC(C1)(F)F)CC=1C(=C(C=CC1)C1=CC(=CC(=C1)F)F)F